NC1=C(C(=O)NC=2SC(=C(N2)C2CCN(CC2)C(=O)OC(C)(C)C)C)C=CC=C1 tert-butyl 4-(2-(2-aminobenzamido)-5-methylthiazol-4-yl)piperidine-1-carboxylate